C(C(=C)C)(=O)OC1OCCCC1 2-tetrahydropyranyl methacrylat